C(C1=CC=CC=C1)OC(=O)N[C@H](C=1N=C2N(N=CC(=C2)CC2(C(N([C@@H](C2)C(F)(F)F)C(=O)OC(C)(C)C)=O)C(=O)OC)C1)C1CCCCCC1 1-(tert-butyl) 3-methyl (5S)-3-((2-((S)-(((benzyloxy)carbonyl) amino) (cycloheptyl)methyl)imidazo[1,2-b]pyridazin-7-yl)methyl)-2-oxo-5-(trifluoromethyl)pyrrolidine-1,3-dicarboxylate